[Na+].[Na+].[Na+].[Na+].C(N(CC(=O)[O-])CC(=O)[O-])CN(CC(=O)[O-])CC(=O)[O-] Edetate tetrasodium salt